(R)-3-((R)-((3-((1H-tetrazol-5-yl)methyl)phenethyl)amino)(phenyl)methyl)-1,2,3,4-tetrahydroquinoxaline-5-carbonitrile N1N=NN=C1CC=1C=C(CCN[C@@H]([C@H]2CNC=3C=CC=C(C3N2)C#N)C2=CC=CC=C2)C=CC1